2-[(methoxy) carbamoyl]Ethyl acetate C(C)(=O)OCCC(NOC)=O